6-(1H-indol-5-yl)-4-(2-(tetrahydro-2H-pyran-4-yl)ethyl)-3,4-dihydropyrazino[2,3-b]pyrazin N1C=CC2=CC(=CC=C12)C=1N=C2C(=NC1)N=CCN2CCC2CCOCC2